C(C1=CC=CC=C1)O[C@@H]1[C@@](O[C@@H]2OC(O[C@@H]21)(C)C)(CCl)COCC2=CC=CC=C2 (3aR,5R,6S,6aR)-6-(benzyloxy)-5-((benzyloxy)methyl)-5-(chloromethyl)-2,2-dimethyltetrahydrofuro[2,3-d][1,3]dioxole